N-(6-azidohexyl)-N-fluoro-4-methylbenzenesulfonamide N(=[N+]=[N-])CCCCCCN(S(=O)(=O)C1=CC=C(C=C1)C)F